ClC1([C@H]([C@@H]1C1=CC(=CC(=C1)Cl)Cl)C(=O)NC1=C(C(=CC=C1)NC(CC(C(F)(F)F)C)=O)F)Cl (1R,3R)-2,2-Dichloro-3-(3,5-dichlorophenyl)-N-(2-fluoro-3-(4,4,4-trifluoro-3-methylbutanamido)phenyl)cyclopropane-1-carboxamide